(3-bromo-3-(4-chlorophenyl)propoxyl)(tert-butyl)dimethylsilane BrC(CCO[Si](C)(C)C(C)(C)C)C1=CC=C(C=C1)Cl